rac-2-bromopropionic acid ethyl ester C(C)OC([C@@H](C)Br)=O |r|